thiophenal S1C(=CC=C1)C=O